N-(4-((4-(2-(4-(3-chloro-2-hydroxypropoxy)phenyl)propan-2-yl)phenoxy)methyl)pyrimidin-2-yl)-N-(2,4-dimethoxybenzyl)methanesulfonamide ClCC(COC1=CC=C(C=C1)C(C)(C)C1=CC=C(OCC2=NC(=NC=C2)N(S(=O)(=O)C)CC2=C(C=C(C=C2)OC)OC)C=C1)O